C(C)OC1=CC=C(C=N1)C1=NC=CC=C1C=1N=NN(N1)C(C1=CC=CC=C1)(C1=CC=CC=C1)C1=CC=CC=C1 6'-ethoxy-3-(2-trityl-2H-tetrazol-5-yl)-[2,3'-bipyridine]